FC=1C(=CC(=C(C1)C1=CC(=NC=C1)C1(CC1)C(=O)N)[N+](=O)[O-])OC (4-(5-fluoro-4-methoxy-2-nitrophenyl)pyridin-2-yl)cyclopropanecarboxamide